ethyl 5-(2-(6-methoxy-1H-indol-3-yl)acetyl)octahydro-1H-pyrrolo[3,4-c]pyridine-7-carboxylate hydrochloride Cl.COC1=CC=C2C(=CNC2=C1)CC(=O)N1CC2C(C(C1)C(=O)OCC)CNC2